O1C(=CC=C1)CN1COC2=C(C1)C=C(C=C2)C(CCC(=O)[O-])(C)C=2C=CC1=C(CN(CO1)CC=1OC=CC1)C2 4,4-bis(3-(furan-2-ylmethyl)-3,4-dihydro-2H-benzo[e][1,3]oxazin-6-yl)pentanoate